COC=1C(=NC=CC1)C methoxy-2-methylpyridin